5-bromo-N2-(1,3-dimethylindazol-5-yl)-N4-[2-(trifluoromethylsulfonyl)phenyl]pyrimidine-2,4-diamine BrC=1C(=NC(=NC1)NC=1C=C2C(=NN(C2=CC1)C)C)NC1=C(C=CC=C1)S(=O)(=O)C(F)(F)F